O1N=CC(=C1)C1=CNC=2N=CN=C(C21)N2CCOCC2 4-(5-(isoxazol-4-yl)-7H-pyrrolo[2,3-d]pyrimidin-4-yl)morpholine